C(CCCC)(=O)OCCC=CCC 3-hexenyl valerate